(2S,4S)-N2-(5-((-)-1-amino-1-(3-cyanophenyl)-3-cyclopropyl)-2-fluorophenyl)-N1-(4-chlorophenyl)-4-hydroxypyrrolidine-1,2-dicarboxamide NC1(CC1C=1C=CC(=C(C1)NC(=O)[C@H]1N(C[C@H](C1)O)C(=O)NC1=CC=C(C=C1)Cl)F)C1=CC(=CC=C1)C#N